5,8-dimethylaminochloroanthracene-9,10-diyl-disulfonate CNC1=C2C(=C3C=CC=C(C3=C(C2=C(C=C1)NC)S(=O)(=O)[O-])Cl)S(=O)(=O)[O-]